methyl-(phenyl)aminomethylfluoride CC(NC1=CC=CC=C1)F